tert-butyl N-(2-{[2-(4-nitrophenyl)-2-oxoethyl]sulfanyl}ethyl)carbamate [N+](=O)([O-])C1=CC=C(C=C1)C(CSCCNC(OC(C)(C)C)=O)=O